(R)-3-(2-(3-fluoro-6-(methoxycarbonyl)pyridin-2-yl)ethyl)piperazine-1-carboxylic acid benzyl ester C(C1=CC=CC=C1)OC(=O)N1C[C@H](NCC1)CCC1=NC(=CC=C1F)C(=O)OC